C(C)(=O)[O-].C(C)(=O)[O-].C(C)(=O)[O-].OCCNCCN.[La+3] lanthanum hydroxyethylethylenediamine triacetate